ClC1=CC(=C(C[C@H]2O[C@H]([C@@H]([C@@]2(O)C)O)N2C=CC3=C2N=CN=C3C)C=C1)CO (2R,3S,4R,5R)-2-(4-chloro-2-(hydroxymethyl)benzyl)-3-methyl-5-(4-methyl-7H-pyrrolo[2,3-d]pyrimidin-7-yl)tetrahydrofuran-3,4-diol